BrCCCSSCCCBr 3-bromo-propyldisulfide